(S)-N-((S)-1-(3-bromo-5-fluoropyridin-2-yl)pent-4-en-1-yl)-2-methylpropan-2-sulfinamide BrC=1C(=NC=C(C1)F)[C@H](CCC=C)N[S@@](=O)C(C)(C)C